OC=1NC(C(=C(C1C#N)C)C)=O 2-hydroxy-4,5-dimethyl-6-oxo-1,6-dihydropyridine-3-carbonitrile